2,4,6-trimethylphenoxy(2,4-di-tert-butylcyclopentadiene) titanium dichloride [Cl-].[Cl-].[Ti+2].CC1=C(OC2=C(C=C(C2)C(C)(C)C)C(C)(C)C)C(=CC(=C1)C)C